Butyl Methacrylate Isooctyl-Methacrylate C(CCCCC(C)C)OC(C(=C)C)=O.C(C(=C)C)(=O)OCCCC